(R)-(3,3-difluorocyclobutyl)(6-(2-methyl-2H-pyrazolo[3,4-b]pyridin-5-yl)thieno[3,2-b]pyridin-2-yl)methanol FC1(CC(C1)[C@@H](O)C1=CC2=NC=C(C=C2S1)C1=CC=2C(N=C1)=NN(C2)C)F